3-(5-(7-(1-methyl-1H-pyrazol-4-yl)quinazolin-5-yl)pyridin-2-yl)-3,6-diazabicyclo[3.1.1]heptane CN1N=CC(=C1)C1=CC(=C2C=NC=NC2=C1)C=1C=CC(=NC1)N1CC2NC(C1)C2